ClC=1C(=NC(=NC1)N1C=NC=C1)C(=O)NC1=C(C=CC=C1)F 5-chloro-N-(2-fluorophenyl)-2-(1H-imidazol-1-yl)pyrimidine-4-carboxamide